ClC1=CC=C(C(=N1)C1=NN(C=N1)C)NC(C)C=1C=C(C=C2C(N(C=3N(C12)C=NC3C=3C=NC=CC3)C)=O)C 9-(1-((6-Chloro-2-(1-methyl-1H-1,2,4-triazol-3-yl)pyridin-3-yl)amino)ethyl)-4,7-dimethyl-3-(pyridin-3-yl)imidazo[1,5-a]quinazolin-5(4H)-one